O1CCOC12CCC(CC2)SCC2=NC1=C(C=CC=C1C(N2)=O)C 2-(((1,4-dioxaspiro[4.5]dec-8-yl)thio)methyl)-8-methylquinazolin-4(3H)-one